C(#N)C=1C=C(C=NC1N1N=CC(=N1)CO)NC(=O)C=1C=NN(C1C(F)(F)F)C1=C2C=CC=NC2=CC=C1 N-(5-Cyano-6-(4-(hydroxymethyl)-2H-1,2,3-triazol-2-yl)pyridin-3-yl)-1-(chinolin-5-yl)-5-(trifluoromethyl)-1H-pyrazol-4-carboxamid